N-ethyl-N-(3-sulfopropyl)-3,5-Dimethylaniline C(C)N(C1=CC(=CC(=C1)C)C)CCCS(=O)(=O)O